C(CCC)C1=NC(=NO1)NCC1=C(N=NN1C)C1=C(C=C(C(=N1)C)O[C@@H]1C[C@H](CCC1)C(=O)O)F (1S,3S)-3-((6-(5-(((5-butyl-1,2,4-oxadiazol-3-yl)amino)methyl)-1-methyl-1H-1,2,3-triazol-4-yl)-5-fluoro-2-methylpyridin-3-yl)oxy)cyclohexane-1-carboxylic acid